4-(3-(2-fluoro-4-methoxy-5-((2-methoxyquinolin-8-yl)methoxy)phenyl)ureido)thiophene-2,3-dicarboxylic acid dimethyl ester COC(=O)C=1SC=C(C1C(=O)OC)NC(=O)NC1=C(C=C(C(=C1)OCC=1C=CC=C2C=CC(=NC12)OC)OC)F